N1=C(N=CC2=CC=CC=C12)NC1CC2(CC(C2)OC2=C(C(=O)N)C=CC=N2)C1 2-(((2S,4s,6S)-6-(quinazolin-2-ylamino)spiro[3.3]heptan-2-yl)oxy)nicotinamide